C(C1=CC=CC=C1)OC1=C2C(=CNC2=CC(=C1)C)C(C(=O)N(C)C)=O 2-[4-(benzyloxy)-6-methylindol-3-yl]-N,N-dimethylglyoxylamide